(1r,3s)-3-((5-([1,2,4]triazolo[1,5-a]pyridin-6-yl)-4-(methoxy-d3)pyrrolo[2,1-f][1,2,4]triazin-2-yl)amino)-1-ethylcyclobutan-1-ol N=1C=NN2C1C=CC(=C2)C=2C=CN1N=C(N=C(C12)OC([2H])([2H])[2H])NC1CC(C1)(O)CC